[Si](C1=CC=CC=C1)(C1=CC=CC=C1)(C(C)(C)C)OCC1CCC2(CCCN12)C(=O)OC methyl 3-(((tert-butyldiphenylsilyl)oxy)methyl)hexahydro-1H-pyrrolizine-7a-carboxylate